FC(C1=CC=C(S1)C(=O)NC1=CC(=CC=C1)[C@H](C)NC=1C=NC=2C(N1)=NN(C2)CC)F (S)-5-(difluoromethyl)-N-(3-(1-((2-ethyl-2H-pyrazolo[3,4-b]pyrazin-6-yl)amino)ethyl)phenyl)thiophene-2-carboxamide